BrC=1C=C2C(=NC1)N(N=C2OCCOC)COCC[Si](C)(C)C 5-bromo-3-(2-methoxyethoxy)-1-((2-(trimethylsilyl)ethoxy)methyl)-1H-pyrazolo[3,4-b]pyridine